tert-butyl 2-bromo-5-(morpholinylmethyl)phenyl carbonate C(OC(C)(C)C)(OC1=C(C=CC(=C1)CN1CCOCC1)Br)=O